1,4-dioxo-1,4-dihydronaphthalen-2-yl 5-(2-chloro-4-(trifluoromethyl) phenoxy)-2-methylbenzoate ClC1=C(OC=2C=CC(=C(C(=O)OC=3C(C4=CC=CC=C4C(C3)=O)=O)C2)C)C=CC(=C1)C(F)(F)F